FC(S(=O)(=O)NC1=CC=C(C=C1)C1=NNC(=C1C(=O)N)NC1=NC=C(C=C1)C(F)(F)F)F 3-(4-((difluoromethyl)sulfonamido)phenyl)-5-((5-(trifluoromethyl)pyridine-2-yl)amino)-1H-pyrazole-4-carboxamide